C1=2C=C(C=CC2CC1)[C@H](C)NC1=NC(N(C(N1)=O)C(C)C)=O (S)-6-((1-(bicyclo[4.2.0]oct-1(6),2,4-trien-3-yl)ethyl)amino)-3-isopropyl-1,3,5-triazine-2,4(1H,3H)-dione